N1C(=NC2=NC=CC=C21)C(=O)N2C(C=1C=CC=NC1CC2)C (1H-Imidazo[4,5-b]pyridin-2-yl)(5-methyl-7,8-dihydro-1,6-naphthyridin-6(5H)-yl)methanone